1-{2-[1-(3,4-dichlorophenyl)-5-isopropyl-1H-pyrazol-3-yloxy]ethyl}piperidine ClC=1C=C(C=CC1Cl)N1N=C(C=C1C(C)C)OCCN1CCCCC1